CC(C#N)(C)C1=C2C(=NC(=C1)N1[C@@H](COCC1)C)C(=NN2)C2=CC=NN2 2-Methyl-2-(5-((R)-3-methylmorpholino)-3-(1H-pyrazol-5-yl)-1H-pyrazolo[4,3-b]pyridin-7-yl)propionitrile